1,2-di(2-nitrophenoxy)ethane [N+](=O)([O-])C1=C(OCCOC2=C(C=CC=C2)[N+](=O)[O-])C=CC=C1